5-(2-Methoxyphenyl)-3-(4-(4-methylpiperazin-1-yl)phenyl)-1H-pyrazolo[4,3-c]pyridazin-6(5H)-on COC1=C(C=CC=C1)N1N=C2C(=CC1=O)NN=C2C2=CC=C(C=C2)N2CCN(CC2)C